tert-butyl (S)-1-(aminomethyl)-5-chloro-8-((5-(difluoromethyl)-1-methyl-1H-1,2,3-triazol-4-yl)methoxy)-3,4-dihydroisoquinoline-2(1H)-carboxylate NC[C@H]1N(CCC2=C(C=CC(=C12)OCC=1N=NN(C1C(F)F)C)Cl)C(=O)OC(C)(C)C